triisostearoyltitanium C(CCCCCCCCCCCCCCC(C)C)(=O)[Ti](C(CCCCCCCCCCCCCCC(C)C)=O)C(CCCCCCCCCCCCCCC(C)C)=O